2,5-di(t-butylperoxy)hexyne C(C)(C)(C)OOC(C)C#CC(C)OOC(C)(C)C